(3S,10S)-7-((S)-4-propenoyl-2-methylpiperazin-1-yl)-9-chloro-10-(2-fluoro-6-hydroxyphenyl)-3-methyl-5-oxo-2,3-dihydro-5H-[1,4]oxazino[2,3,4-ij]quinoline-6-carbonitrile C(C=C)(=O)N1C[C@@H](N(CC1)C1=C(C(N2C3=C(C(=C(C=C13)Cl)C1=C(C=CC=C1O)F)OC[C@@H]2C)=O)C#N)C